6-(5-amino-1,3,4-thiadiazol-2-yl)-5-cyclobutoxy-2-methyl-3,4-dihydroquinolin-1(2H)-yl(cyclopropyl)methanone NC1=NN=C(S1)C=1C(=C2CCC(N(C2=CC1)C(=O)C1CC1)C)OC1CCC1